4-chloro-5-(p-tolylethynyl)-1H-pyrrolo[2,3-b]Pyridine ClC1=C2C(=NC=C1C#CC1=CC=C(C=C1)C)NC=C2